[Na+].[Na+].P(=O)([O-])([O-])OCCNC(=O)OCC1=CC=CC=C1 N-Cbz-ethanolamine phosphate disodium salt